2,5-difluoro-4-(2-(1-(2-(methylthio)propanoyl)piperidin-2-yl)-1H-imidazol-4-yl)benzonitrile FC1=C(C#N)C=C(C(=C1)C=1N=C(NC1)C1N(CCCC1)C(C(C)SC)=O)F